2-amino-1-(4-(4-(4-(1-(pentan-3-yl)-1H-pyrazol-4-yl)pyrazolo[1,5-a]pyrazine-6-yl)-1H-pyrazol-1-yl)piperidin-1-yl)ethanone NCC(=O)N1CCC(CC1)N1N=CC(=C1)C=1N=C(C=2N(C1)N=CC2)C=2C=NN(C2)C(CC)CC